C(#N)[C@H](CC1=C(C=C(C=C1)C=1C=CC2=C(N(C(O2)=O)C)C1)F)NC(=O)[C@H]1OCCCNC1 (S)-N-((S)-1-cyano-2-(2-fluoro-4-(3-methyl-2-oxo-2,3-dihydrobenzo[d]oxazole-5-yl)phenyl)ethyl)-1,4-oxazepane-2-carboxamide